butyl (S)-3-(3-amino-5-(3-fluorophenyl)thiophene-2-carboxamido)pyrrolidine-1-carboxylate NC1=C(SC(=C1)C1=CC(=CC=C1)F)C(=O)N[C@@H]1CN(CC1)C(=O)OCCCC